C(#N)C1=CC=C(COC2=CC=CC(=N2)C2CCN(CC2)CC2=NC3=C(N2C[C@H]2OCCC2)C=CC=C3)C=C1 2-[(4-{6-[(4-Cyanobenzyl)oxy]pyridin-2-yl}piperidin-1-yl)methyl]-1-[(2S)-tetrahydrofuran-2-ylmethyl]-1H-benzimidazol